methyl 4-(tert-butoxycarbonylamino)-3-[2-[(4-methoxyphenyl)methyl]-4-nitro-pyrazol-3-yl]benzoate C(C)(C)(C)OC(=O)NC1=C(C=C(C(=O)OC)C=C1)C=1N(N=CC1[N+](=O)[O-])CC1=CC=C(C=C1)OC